3-[3-(4'-Bromo-1,1'-biphenyl-4-yl)-1,2,3,4-tetrahydro-1-naphthyl]-4-hydroxycoumarin BrC1=CC=C(C=C1)C1=CC=C(C=C1)C1CC(C2=CC=CC=C2C1)C=1C(OC2=CC=CC=C2C1O)=O